4-bromophenyl morpholine-4-carboxylate N1(CCOCC1)C(=O)OC1=CC=C(C=C1)Br